pentamethylenebis(magnesium bromide) [CH2-]CCC[CH2-].[Mg+2].[Mg+2].[Br-].[Br-]